C(C)(C)(C)OC(=O)N1CCN(CC1)C1=NC=C(C(=N1)C1=NC(=NN1C)C(N)=O)F 4-(4-(3-carbamoyl-1-methyl-1H-1,2,4-triazol-5-yl)-5-fluoropyrimidin-2-yl)piperazine-1-carboxylic acid tert-butyl ester